benzoquinone diimine C1(C=CC(C=C1)=N)=N